CSC1=CC=C(C=C1)O 4-(methylthio)-phenol